4-(4-methyl-5-sulfo-4,5-dihydro-1H-1,2,4-triazole-3-yl)piperidine-1-carboxylic acid tert-butyl ester C(C)(C)(C)OC(=O)N1CCC(CC1)C1=NNC(N1C)S(=O)(=O)O